ClC=1C(=CC(=NC1)NC1CCC(CC1)N[C@H](COC)C)C=1N=C(SC1)NCC1(CCOCC1)C#N 4-(((4-(5-chloro-2-(((1R,4s)-4-(((S)-1-methoxypropan-2-yl)amino)cyclohexyl)amino)pyridin-4-yl)thiazol-2-yl)amino)methyl)-tetrahydro-2H-pyran-4-carbonitrile